(S)-malate C([C@@H](O)CC(=O)[O-])(=O)[O-]